(S)-8-Ethynyl-11,11-difluoro-3-methyl-1,3,4,7,8,9,10,11-octahydro-2H-pyrido[4',3':3,4]-pyrazolo[1,5-a]azepin-8-ol C(#C)C1(CCC(C=2N(C1)N=C1C2CN[C@H](C1)C)(F)F)O